N-((S)-1-(2-((S)-2-cyanopyrrolidin-1-yl)-2-oxoethyl)pyrrolidin-3-yl)-[1,1'-biphenyl]-2-carboxamide C(#N)[C@H]1N(CCC1)C(CN1C[C@H](CC1)NC(=O)C=1C(=CC=CC1)C1=CC=CC=C1)=O